FC(C1=NN=C(O1)C1=CC(=C(CN(C(=S)N2[C@@H]3CN[C@H](C2)C3)C3=CC(=C(C=C3)F)F)C=C1)F)F (1S,4S)-N-(4-(5-(difluoromethyl)-1,3,4-oxadiazol-2-yl)-2-fluorobenzyl)-N-(3,4-difluorophenyl)-2,5-diazabicyclo[2.2.1]heptane-2-thioamide